N-(2-aminoethyl)-1-aminomethylsilantriol NCCNC[Si](O)(O)O